ClC1=NC=CC(=C1OC)Cl 2,4-Dichloro-3-methoxypyridine